{2-Amino-4-[(4-cyclohexylphenylamino)-methyl]-phenyl}-carbamic acid ethyl ester C(C)OC(NC1=C(C=C(C=C1)CNC1=CC=C(C=C1)C1CCCCC1)N)=O